O[C@H](CO)C1=C2C(=NC=C1)N(N=C2C2CN(C2)C(C(=C)F)=O)C2=CC=C(C=C2)OC(F)(F)F 1-[3-[4-[(1S)-1,2-dihydroxyethyl]-1-[4-(trifluoromethoxy)phenyl]pyrazolo[3,4-b]pyridin-3-yl]azetidin-1-yl]-2-fluoro-prop-2-en-1-one